perfluorooctanoic acid anion FC(C(=O)[O-])(C(C(C(C(C(C(F)(F)F)(F)F)(F)F)(F)F)(F)F)(F)F)F